CC(C)NC α-methyl-N-methylethylamine